FC=1C=C(C=C(C1)F)C1CC=NN1C(=O)C12CC(C1)(C2)CN2N=C(C(=C2)C#N)C 1-((3-(5-(3,5-difluorophenyl)-4,5-dihydro-1H-pyrazole-1-carbonyl)bicyclo[1.1.1]-pentan-1-yl)methyl)-3-methyl-1H-pyrazole-4-carbonitrile